C(C1=CC=CC=C1)O[C@H]1[C@H]([C@@H](O[C@]1(CO)COCC1=CC=CC=C1)N1C=2N=CNC(C2N=C1)=O)O 9-[(2R,3R,4S,5R)-4-benzyloxy-5-(benzyloxymethyl)-3-hydroxy-5-(hydroxymethyl)-tetrahydrofurane-2-yl]-1H-purin-6-one